ClC=1C=C(C=C(C1)Cl)C1=CC(=CC(=N1)OC=1C=NC(=NC1)N1CCN(CC1)C(=O)OC(C)(C)C)CN1CCC(CC1)COC(NC)=O tert-Butyl 4-(5-((6-(3,5-dichlorophenyl)-4-((4-(((methylcarbamoyl)oxy)methyl)piperidin-1-yl)methyl)pyridin-2-yl)oxy)pyrimidin-2-yl)piperazine-1-carboxylate